C(C)(C)(C)OC(=O)N1CCN(CC1)C=1C(=C2CN(C(C2=CC1)=O)C1C(NC(CC1)=O)=O)OC 4-[2-(2,6-dioxo-3-piperidyl)-4-methoxy-1-oxo-isoindolin-5-yl]piperazine-1-carboxylic acid tert-butyl ester